2,2-diethyl-6-[5-(2-methoxypyridin-3-yl)-1,2,4-oxadiazol-3-yl]-3,4-dihydro-2H-1-benzopyran-4-one C(C)C1(OC2=C(C(C1)=O)C=C(C=C2)C2=NOC(=N2)C=2C(=NC=CC2)OC)CC